BrC1=CC=C2C(=N1)N=C(O2)N[C@H]2CN(CCC2)CC(C)O 1-[(3R)-3-[(5-bromooxazolo[4,5-b]pyridin-2-yl)amino]-1-piperidyl]propan-2-ol